4-((4-fluoro-2-methylphenyl)amino)-2-(trifluoromethyl)pyrimidine-5-carboxylic acid FC1=CC(=C(C=C1)NC1=NC(=NC=C1C(=O)O)C(F)(F)F)C